C(C)(C)[C@@H]1[C@H](OC1=O)C(=O)OC(C)(C)C tert-butyl (2S,3R)-3-isopropyl-4-oxo-oxetane-2-carboxylate